C(#CCCCCCCC)O nonyne-1-ol